4-[(2-{4-[5-chloro-2-(4,5-dihydro-1,2-oxazol-3-yl)phenyl]-5-methoxy-2-oxopyridin-1(2H)-yl}-4-methoxybutyryl)amino]benzoic acid ClC=1C=CC(=C(C1)C1=CC(N(C=C1OC)C(C(=O)NC1=CC=C(C(=O)O)C=C1)CCOC)=O)C1=NOCC1